4-(4-(4-(1-(4-((5-chloro-4-((2-(dimethylphosphoryl)phenyl)amino)pyrimidine-2-yl)amino)-3-methoxyphenyl)piperidin-4-yl)piperazin-1-yl)but-1-en-1-yl)-1-carbonylisoindoline ClC=1C(=NC(=NC1)NC1=C(C=C(C=C1)N1CCC(CC1)N1CCN(CC1)CCC=CC1=C2CNC(C2=CC=C1)=C=O)OC)NC1=C(C=CC=C1)P(=O)(C)C